C(CCCCCCCCCCC)(=O)[O-].C(C)(C)(C)[Sn+](C(C)(C)C)C(C)(C)C tri-t-Butyl-tin laurate